(2-chloro-3-methoxyphenyl)((3R,9aS)-3-(2,4,5-trifluorophenyl)hexahydropyrazino[2,1-c][1,4]oxazin-8(1H)-yl)methanone ClC1=C(C=CC=C1OC)C(=O)N1C[C@H]2CO[C@@H](CN2CC1)C1=C(C=C(C(=C1)F)F)F